(R)-6-(5-(aminomethyl)-2-oxoOxazolidin-3-yl)-2H-pyrazino[2,3-b][1,4]Oxazine NC[C@@H]1CN(C(O1)=O)C1=NC2=C(OCC=N2)N=C1